NC(=O)C1=CC=CC2=CN(N=C12)C1=CC=C(C=C1)NC(=O)C1CCC2(CN(C3=CC=CC=C23)S(=O)(=O)C)CC1 (1r,4r)-N-{4-[7-(aminocarbonyl)-2H-indazol-2-yl]phenyl}-1'-(methylsulfonyl)-1',2'-dihydrospiro[cyclohexane-1,3'-indole]-4-carboxamide